3-(2-fluorobenzylidene)-5-(3-pyridinyl)-N-methyl-4-piperidone FC1=C(C=C2CN(CC(C2=O)C=2C=NC=CC2)C)C=CC=C1